methyl cis-3-(4-(methoxymethyl)-1H-pyrazol-3-yl)-2-((((CIS)-4-phenylcyclohexyl)oxy)methyl)-piperidine-1-carboxylate COCC=1C(=NNC1)[C@@H]1[C@@H](N(CCC1)C(=O)OC)CO[C@@H]1CC[C@@H](CC1)C1=CC=CC=C1